COC1=CC=C(C=C1)C1=NC(=NC(=N1)N)N (4-methoxyphenyl)-2,4-diamino-1,3,5-triazine